FC(OC1=CC=C(C=C1)N(C=1C=NC=CC1OC)C1CCN(CC1)C1=NC=C(N=C1)C)F N-(4-(Difluoromethoxy)phenyl)-4-methoxy-N-(1-(5-methylpyrazin-2-yl)piperidin-4-yl)pyridin-3-amine